C1NCC2C1CN(C2)C2=CC=C1C(=NN(C1=C2F)C)N2C(NC(CC2)=O)=O 1-[6-(2,3,3a,4,6,6a-hexahydro-1H-pyrrolo[3,4-c]pyrrol-5-yl)-7-fluoro-1-methyl-indazol-3-yl]hexahydropyrimidine-2,4-dione